(R)-2-methyl-N-[(1S)-1-[3-[2-(methoxymethyl)-4-pyridyl]-1,2,4-thiadiazol-5-yl]ethyl]propane-2-sulfinamide CC(C)(C)[S@@](=O)N[C@@H](C)C1=NC(=NS1)C1=CC(=NC=C1)COC